ClCC1=CC=C(C=C1)C=1N=CN(C1C=1C(=NC=CC1)N)C 3-(4-(4-(Chloromethyl)phenyl)-1-methyl-1H-imidazol-5-yl)pyridin-2-amine